BrC=1C=C2C(=NN(C2=CC1)C)C(=O)O 5-bromo-1-methyl-1H-indazole-3-carboxylic acid